6-(4-(1-HYDROXYETHYL)-1H-PYRAZOL-1-YL)-N-(6-METHOXY-1-METHYL-1H-INDAZOL-7-YL)PYRIDINE-3-SULFONAMIDE OC(C)C=1C=NN(C1)C1=CC=C(C=N1)S(=O)(=O)NC=1C(=CC=C2C=NN(C12)C)OC